ClCCOC1=CC=C(C=C1)[N+](=O)[O-] 1-(2-Chloroethoxy)-4-nitrobenzene